P(=O)(O)(O)O.P(OC#N)(O)O cyano (phosphite) phosphate